4,4-diethoxy-1,1,1-trifluoro-3-buten-2-one C(C)OC(=CC(C(F)(F)F)=O)OCC